COC1=C(C=C(C=C1)C)[C@@]1([C@@H](C1)C1=CC=CC=C1)C(=O)NS(=O)(=O)C=1C=2C=CC(=NC2C=CC1)C |r| rac-(1r,2s)-1-(2-methoxy-5-methylphenyl)-N-(2-methylquinoline-5-sulfonyl)-2-phenylcyclopropane-1-carboxamide